2,3-dihydro-benzofuran-5-carboxylic acid [2-(6-methyl-2,6-diaza-spiro[3.5]non-2-yl)-benzooxazol-5-yl]-amide CN1CC2(CN(C2)C=2OC3=C(N2)C=C(C=C3)NC(=O)C=3C=CC2=C(CCO2)C3)CCC1